C1(CCCCC(=O)OCC(CO1)OC(CCN(C)C)=O)=O O'-(2-((3-(dimethylamino) propionyl) oxy) propane-1,3-diyl) adipate